tert-butyl (S)-(5-(1-(2-(3,3-difluorocyclobutyl)acetamido)-2-methoxyethyl)pyridazin-3-yl)(4-methoxybenzyl)carbamate FC1(CC(C1)CC(=O)N[C@H](COC)C=1C=C(N=NC1)N(C(OC(C)(C)C)=O)CC1=CC=C(C=C1)OC)F